1,2,3,4-tetrahydropyrido[2,3-d]pyrimidine N1CNCC2=C1N=CC=C2